methylaminoisobutyric acid CC(C)(C(=O)O)NC